C=1N=CN2C1C1=CC=CC=C1[C@@H]2[C@H]2[C@@H](C=1C=CN=CC1CC2)O (5S,6S)-6-((S)-5H-Imidazo[5,1-a]isoindol-5-yl)-5,6,7,8-tetrahydroisochinolin-5-ol